NC=1NC(=C(N1)C=1C=CC2=C(CCO2)C1)C1=CC(=NC=C1)NC 4-(2-Amino-4-(2,3-dihydrobenzo-furan-5-yl)-1H-imidazol-5-yl)-N-methylpyridin-2-amine